1-Amino-N-(2-dimethylaminoethyl)cyclohexylformamide NC1(CCCCC1)N(C=O)CCN(C)C